BrC1=NN(C(N1C(C(=O)OCC)C)=O)CC1=CC(=C(C=C1)OC)OC ethyl 2-[3-bromo-1-[(3,4-dimethoxyphenyl)methyl]-5-oxo-1,2,4-triazol-4-yl]propanoate